O=C1N(CN(C2=CC=CC=C12)C1=CC=CC=C1)NC(OCC)=O ethyl (4-oxo-1-phenyl-1,4-dihydroquinazolin-3(2H)-yl)carbamate